ClC1=CC=C(C=C1)C=1N=CN(C1C1=CC=NC=C1)CC(=O)N1CC2(CN(C2)C(=O)OC(C)(C)C)CC1 tert-butyl 6-{2-[4-(4-chlorophenyl)-5-(pyridin-4-yl)-1H-imidazol-1-yl]acetyl}-2,6-diazaspiro[3.4]octane-2-carboxylate